ClC=1C(=C(C=CC1)C(C(=O)OC)C#N)C#N methyl 2-(3-chloro-2-cyanophenyl)-2-cyanoacetate